tert-butyl (R)-3-(hydroxymethyl)-4-(trifluoromethyl)indoline-1-carboxylate OC[C@H]1CN(C2=CC=CC(=C12)C(F)(F)F)C(=O)OC(C)(C)C